ClC=1C=C2C=CC(N(C2=CC1)CC1(CNC1)N1N=CC(=C1)F)C(F)(F)F 6-chloro-N-((3-(4-fluoro-1H-pyrazol-1-yl)azetidin-3-yl)methyl)-2-(trifluoromethyl)quinolin